1-[3-(difluoromethyl)phenyl]-N-[(2,3-difluorophenyl)methyl]-5-oxopyrrolidine-3-carboxamid FC(C=1C=C(C=CC1)N1CC(CC1=O)C(=O)NCC1=C(C(=CC=C1)F)F)F